OCCCN(CCCCCCCOC(=O)OC(CCCCCC)CCCCCCCC)CCCCCCCOC(=O)OC(CCCCCC)CCCCCCCC N-(3-Hydroxypropyl)-N,N-di(7-(pentadecan-7-oxycarbonyloxy)heptyl)amine